methyl (E)-3-[7-fluoro-2-(oxan-2-yl)indazol-4-yl]-2-[(2-methylpropan-2-yl)oxycarbonylamino]-3-(1-nitronaphthalen-2-yl)prop-2-enoate FC1=CC=C(C2=CN(N=C12)C1OCCCC1)\C(=C(\C(=O)OC)/NC(=O)OC(C)(C)C)\C1=C(C2=CC=CC=C2C=C1)[N+](=O)[O-]